NC1=NC=2C=CC(=CC2C2=C1COC2)C(=O)N2[C@@H](COCC2)C=2C=NC(=CC2)C (4-amino-1,3-dihydrofuro[3,4-c]quinolin-8-yl)-[(3R)-3-(6-methyl-3-pyridyl)morpholin-4-yl]methanone